calcium selenium magnesium [Mg].[Se].[Ca]